N-(2-(2-(3-(1'-(2-(4-chlorophenyl)-3-methylbutanoyl)spiro[benzo[d][1,3]dioxole-2,4'-piperidin]-5-yl)propiolamido)ethoxy)ethyl)propiolamide ClC1=CC=C(C=C1)C(C(=O)N1CCC2(CC1)OC1=C(O2)C=CC(=C1)C#CC(=O)NCCOCCNC(C#C)=O)C(C)C